C(O[C@H]1CC[C@@]2([C@H]3CC[C@@]4([C@H](CC[C@H]4[C@@H]3CC[C@H]2C1)C(C)=O)C)C)(OC1=CC=C(C=C1)[N+](=O)[O-])=O (3S,5S,8R,9S,10S,13S,14S,17S)-17-acetyl-10,13-dimethylhexadecahydro-1H-cyclopenta[a]phenanthren-3-yl (4-nitrophenyl) carbonate